O=C1NN=C(O1)C=1C=CC(=C(C1)CCC1OCC(CO1)NC(OC(C)(C)C)=O)C(F)(F)F tert-butyl [2-{2-[5-(5-oxo-4,5-dihydro-1,3,4-oxadiazol-2-yl)-2-(trifluoromethyl)phenyl]ethyl}-1,3-dioxan-5-yl]carbamate